N-(4-(3-(1-(2-methylquinazolin-4-yl)piperazine-4-carbonyl)piperidin-1-ylsulfonyl)phenyl)acetamide CC1=NC2=CC=CC=C2C(=N1)N1CCN(CC1)C(=O)C1CN(CCC1)S(=O)(=O)C1=CC=C(C=C1)NC(C)=O